N-(4-bromo-2-(1-phenylethenyl)phenyl)-4-methyl-N-(2-methylallyl)benzenesulfonamide BrC1=CC(=C(C=C1)N(S(=O)(=O)C1=CC=C(C=C1)C)CC(=C)C)C(=C)C1=CC=CC=C1